C1(=CC=C(C=C1)NC1=CC=C(C=C1)C=1C(=CC=C(C1)C1=CC=CC=C1)C1=CC=CC=C1)C1=CC=CC=C1 N-([1,1'-biphenyl]-4-yl)-5'-phenyl-[1,1':2',1''-terphenyl]-4-amine